N[C@H](CCCNC(N)=N)C(=O)O D-Arginin